tert-butyl (1S,3S,5S)-3-(((4-carbamimidoylthiazol-2-yl)methyl)carbamoyl)-5-methyl-2-azabicyclo[3.1.0]hexane-2-carboxylate C(N)(=N)C=1N=C(SC1)CNC(=O)[C@H]1N([C@H]2C[C@]2(C1)C)C(=O)OC(C)(C)C